N-{3-[2-(2-cyano-2-methylideneethyl)-1-oxo-2,3-dihydro-1H-isoindol-4-yl]phenyl}-1-methyl-1H-pyrazole-4-carboxamide C(#N)C(CN1C(C2=CC=CC(=C2C1)C=1C=C(C=CC1)NC(=O)C=1C=NN(C1)C)=O)=C